ClC=1C=C2C(=C3C4(NC(NC13)=O)CCCCC4)OC(=C2)C(=O)NCC2=C(C(=CC=C2)OC)OC 5'-chloro-N-[(2,3-dimethoxyphenyl)methyl]-7'-oxo-7',8'-dihydro-6'H-spiro[cyclohexane-1,9'-furo[2,3-f]quinazoline]-2'-carboxamide